O=S1(CCN(CC2=C1C=CC=C2)C2=NC1=CC=C(C=C1C(=C2)N[C@@H](C)C(=O)N)C)=O N~2~-[2-(1,1-dioxido-2,3-dihydro-1,4-benzothiazepin-4(5H)-yl)-6-methylquinolin-4-yl]-L-alaninamide